N=1C=NN2C1C=CC=C2C(=O)O [1,2,4]triazolo[1,5-a]pyridine-5-carboxylic acid